C(C)(C)(C)OC(=O)N1C[C@H](N(CC1)CC1=CC=CC=C1)C(F)F (S)-4-benzyl-3-(difluoromethyl)piperazine-1-carboxylic acid tert-butyl ester